ethyl 9-bromo-8-methoxy-1-propyl-5,6-dihydropyrrolo[2,1-a]isoquinoline-3-carboxylate BrC1=C(C=C2CCN3C(C2=C1)=C(C=C3C(=O)OCC)CCC)OC